F[P-](F)(F)(F)(F)F.N1(N=NC2=C1C=CC=C2)O[P+](N2CCCC2)(N2CCCC2)N2CCCC2 (benzotriazol-1-yloxy)-tripyrrolidinophosphonium hexafluorophosphate